N-(2-cyclopropyl-2,2-difluoroethyl)-5-(3-methylimidazo[1,2-a]pyrimidin-6-yl)pyrrolo[2,1-f][1,2,4]triazin-2-amine C1(CC1)C(CNC1=NN2C(C=N1)=C(C=C2)C=2C=NC=1N(C2)C(=CN1)C)(F)F